CS(=O)(=O)OCC1CC2(C(N(C3=CN=C(C=C32)NC3=NC2=C(C=CC=C2C=C3)C(F)(F)F)C([2H])([2H])[2H])=O)C1 ((1r,3r)-1'-(Methyl-d3)-2'-oxo-5'-((8-(trifluoromethyl)quinolin-2-yl)amino)-1',2'-dihydrospiro[cyclobutane-1,3'-pyrrolo[2,3-c]pyridin]-3-yl)methyl methanesulfonate